CC=1OC2=C(C1C(=O)O)C=C(C=C2)OCC2COC2 2-methyl-5-(oxetan-3-ylmethoxy)benzofuran-3-carboxylic acid